BrC1=C2C(=C3C(NC(NC3=C1)=O)=O)OC=C2 4-bromofuro[2,3-f]quinazoline-7,9(6H,8H)-dione